1,3,5-trimethyl-piperidine CN1CC(CC(C1)C)C